OC1(C(CCC1)N1C(C(=CC2=C1N=C(N=C2)NC2C(CN(CC2([2H])[2H])S(=O)(=O)C)([2H])[2H])C([2H])(F)F)=O)C (±)-8-(2-hydroxy-2-methylcyclopentyl)-6-(difluoromethyl-d)-2-((1-(methylsulfonyl)piperidin-4-yl-3,3,5,5-d4)-amino)pyrido[2,3-d]pyrimidin-7(8H)-one